2,3-dimethyl-4-(3-methoxypropoxy)pyridine nitrogen [N].CC1=NC=CC(=C1C)OCCCOC